C(CCCCC)OC(=O)OC=1C2=CC=CC=C2C=C2C=CC=CC12 9-(n-hexyloxycarbonyloxy)anthracene